1-(2-((5-fluoro-6-methoxypyridin-3-yl)methyl)pyridin-4-yl)-3-methyl-1,5,6,7-tetrahydro-4H-pyrazolo[4,3-c]pyridin-4-one FC=1C=C(C=NC1OC)CC1=NC=CC(=C1)N1N=C(C=2C(NCCC21)=O)C